N-(2-(4,4-difluoropiperidin-1-yl)-6-methylpyrimidin-4-yl)-4-iodo-2-(6-azaspiro[2.5]oct-6-yl)benzamide FC1(CCN(CC1)C1=NC(=CC(=N1)NC(C1=C(C=C(C=C1)I)N1CCC2(CC2)CC1)=O)C)F